ClC=1SC(=C2C1CC(C2=O)(F)F)S(=O)(=O)C 1-Chloro-5,5-difluoro-3-(methylsulfonyl)-5,6-dihydro-4H-cyclopenta[c]thiophene-4-one